N1(N=NC2=C1C=CC=C2)CC(=O)N(C2=CC=C(C=C2)C=2C=NC=CC2)CC2=CC(=CC(=C2)F)Cl 2-(Benzotriazol-1-yl)-N-[(3-chloro-5-fluoro-phenyl)methyl]-N-[4-(3-pyridyl)phenyl]acetamide